C(C)N1N=CC=C1C(=O)N[C@H](C=1N=C2N(N=C(C=C2)CC2(C(NCC(C2)C)=O)C(=O)O)C1)C1CCC(CC1)C 3-((2-((S)-(1-ethyl-1H-pyrazole-5-carboxamido)((1r,4S)-4-methylcyclohexyl)methyl)imidazo[1,2-b]pyridazin-6-yl)methyl)-5-methyl-2-oxopiperidine-3-carboxylic acid